N[C@@]1(CCC(O)O[C@H]1C)O 4-amino-2,3,6-trideoxy-L-threo-hexopyranose